1,3-Dimethyl-N-[(3S)-1,1,3-trimethyl-2,3-dihydro-1H-inden-4-yl]-1H-pyrazol-4-carboxamid CN1N=C(C(=C1)C(=O)NC1=C2[C@H](CC(C2=CC=C1)(C)C)C)C